4-[1-ethyl-3-(trifluoromethyl)-1H-pyrazol-5-yl]-2-[(3R)-3-methylmorpholin-4-yl]-8-[1-(tetrahydro-2H-pyran-2-yl)-1H-pyrazol-5-yl]-1,7-naphthyridine C(C)N1N=C(C=C1C1=CC(=NC2=C(N=CC=C12)C1=CC=NN1C1OCCCC1)N1[C@@H](COCC1)C)C(F)(F)F